isobutenyl pyruvate C(C(=O)C)(=O)OC=C(C)C